2-[(1Z)-5-fluoro-1-{[6-(4-fluorophenoxy)pyridine-3-yl]methylidene}-2-methyl-1H-inden-3-yl]acetic acid FC=1C=C2C(=C(/C(/C2=CC1)=C/C=1C=NC(=CC1)OC1=CC=C(C=C1)F)C)CC(=O)O